FC1=C(CC2=NC3=C(N2CCOC)C=C(C=C3)C(=O)O)C=CC(=C1)C1=CC=CC=3OC(OC31)C3=CC=CC=C3 (2-fluoro-4-(2-phenylbenzo[d][1,3]dioxol-4-yl)benzyl)-1-(2-methoxyethyl)-1H-benzo[d]imidazole-6-carboxylic acid